O=C1OC2=CC(=CC=C2C(=C1)C1=C(C=CC=C1)C)C(CC(=O)N1C[C@H](CCC1)C(=O)OCC)C ethyl (S)-1-(3-(2-oxo-4-(o-tolyl)-2H-chromen-7-yl)butanoyl)piperidine-3-carboxylate